1-(8-Fluoro-6-(5-fluoro-2-((1-(methylsulfonyl)piperidin-4-yl)amino)pyrimidin-4-yl)-2-methylquinolin-4-yl)ethan-1-ol methanesulfonate CS(=O)(=O)OC(C)C1=CC(=NC2=C(C=C(C=C12)C1=NC(=NC=C1F)NC1CCN(CC1)S(=O)(=O)C)F)C